NC1=C2C(=NC=N1)N(N=C2I)[C@@H]2CN(CC2)C(C=C)=O (S)-1-(3-(4-Amino-3-iodo-1H-pyrazolo[3,4-d]pyrimidin-1-yl)pyrrolidin-1-yl)prop-2-en-1-one